C(C)(C)(C)OOC(C)(C)C1=CC(=CC=C1)C(C)(C)OOC(C)(C)C 1,3-bis-(t-butylperoxy-isopropyl)benzene